C(=O)(O)C=1C=C(OC2=CC=C(C=C2)C2=CCC(C=C2)(C2=CC=CC=C2)OC2=CC(=CC=C2)C(=O)O)C=CC1 4,4'-bis(3-carboxyphenoxy)-p-terphenyl